tert-butyl-2,3-dichloropyridin-4-thiol C(C)(C)(C)C=1C(=C(C(=NC1)Cl)Cl)S